3-(2-bromo-5-fluorophenyl)-4-methyl-1H-pyrazole BrC1=C(C=C(C=C1)F)C1=NNC=C1C